O[C@H]1[C@H](O)[C@H](O)[C@H](O1)CO BETA-D-ribofuranose